C(C)(=O)OCC12COC(CC1)(CC2)C2=CC=C(C=C2)C2(CC2)C#N (1-(4-(1-cyanocyclopropyl)phenyl)-2-oxabicyclo[2.2.2]octan-4-yl)methyl acetate